C(#N)C1=CC=C(C=N1)CNC(=O)C=1C(=C2C=CC(=NC2=CN1)N1CC(OCC1)=O)O N-((6-cyanopyridin-3-yl)methyl)-5-hydroxy-2-(2-oxomorpholino)-1,7-naphthyridine-6-carboxamide